C1(CCC1)OC1=NC2=CC=C(C=C2C(=N1)N1CCC(CC1)C1=C(C=CC=C1)OC)N(CCO)C 2-((2-cyclobutoxy-4-(4-(2-methoxyphenyl)piperidin-1-yl)quinazolin-6-yl)(methyl)amino)ethanol